C(=O)O.NC1=NC=CC2=C1C(=CN2[C@H]2C[C@@H](N(C2)C(C=C)=O)COC)C#CC2=CC1=C(N(C(=N1)C)C)C=C2 1-((2R,4S)-4-(4-amino-3-((1,2-dimethyl-1H-benzo[d]imidazol-5-yl)ethynyl)-1H-pyrrolo[3,2-c]pyridin-1-yl)-2-(methoxymethyl)pyrrolidin-1-yl)prop-2-en-1-one formate